CC1=CC2=C(C3=CC=CC=C3C=C2C=C1)OC(=O)CC(C(=O)O)CCCCCCCCCCCCCCCC 2-methyl-9-(2-n-hexadecyl-2-carboxyethyl)carbonyloxyanthracene